3-(2,2-dimethylpiperidin-4-yl)-7-(8-fluoro-2-methylimidazo[1,2-a]pyridin-6-yl)quinazolin-4(3H)-one CC1(NCCC(C1)N1C=NC2=CC(=CC=C2C1=O)C=1C=C(C=2N(C1)C=C(N2)C)F)C